O.[N] nitrogen, hydrate